ethyl 6-(4-(5-fluoro-3-(pyrazin-2-yl)pyridin-2-yl)piperidin-1-yl)-2-azaspiro[3.4]octane-2-carboxylate FC=1C=C(C(=NC1)C1CCN(CC1)C1CC2(CN(C2)C(=O)OCC)CC1)C1=NC=CN=C1